3-(4-((cyclopropylmethyl)sulfonyl)phenyl)-4-oxobutanoate C1(CC1)CS(=O)(=O)C1=CC=C(C=C1)C(CC(=O)[O-])C=O